2-(5-bromo-3-((R)-3-methylmorpholino)-2-oxopyrazin-1(2H)-yl)propionic acid BrC=1N=C(C(N(C1)C(C(=O)O)C)=O)N1[C@@H](COCC1)C